C(C)(C)(C)OC(=O)NC=1SC(=C(N1)C(=O)OC)CCCO[Si](C)(C)C(C)(C)C methyl 2-(tert-butoxycarbonylamino)-5-[3-[tert-butyl (dimethyl)silyl]oxypropyl]thiazole-4-carboxylate